C(\C=C\C1=CC(O)=C(OC)C=C1)(=O)C(C(=O)O)O trans-isoferuloyl-glycolic acid